1-dodecyl-3-methylimidazole bis(trifluoromethanesulfonyl)imide salt [N-](S(=O)(=O)C(F)(F)F)S(=O)(=O)C(F)(F)F.C(CCCCCCCCCCC)N1CN(C=C1)C